[4-[3-(3-methylphenyl)-1H-pyrazol-1-yl]-6-(morpholin-4-yl)pyrimidin-2-yl]methanol CC=1C=C(C=CC1)C1=NN(C=C1)C1=NC(=NC(=C1)N1CCOCC1)CO